di-(2-propylheptyl)-adipat C(CC)C(COC(CCCCC(=O)OCC(CCCCC)CCC)=O)CCCCC